C(C)(=O)OCCCCCCCCCCCCCCCCCCCCCC n-docosyl acetate